racemic-6-hydroxynorleucine OCCCC[C@H](N)C(=O)O |r|